OCC(=CCNC1=C2N=CN=C2N(C=N1)[C@H]1[C@H](O)[C@@H](O)[C@H](O)[C@H](O1)CO)C 6-(3-hydroxymethyl-3-methylallyl)amino-3-β-D-glucopyranosylpurine